BrC=1C=NC(=NC1)SC1=C(C(=NC=C1)N)Cl 4-[(5-bromopyrimidin-2-yl)thio]-3-chloropyridin-2-amine